cholesta-8(9),14-dien-3β-ol CC(C)CCC[C@@H](C)[C@H]1CC=C2C=3CCC4C[C@H](CC[C@]4(C)C3CC[C@]12C)O